N-ethyl-N-(5-fluoro-2-((4-(6-(2-(4-(methylsulfonyl)phenyl)acetyl)-2,6-diazaspiro[3.3]heptan-2-yl)pyrimidin-5-yl)oxy)phenyl)isobutyramide C(C)N(C(C(C)C)=O)C1=C(C=CC(=C1)F)OC=1C(=NC=NC1)N1CC2(C1)CN(C2)C(CC2=CC=C(C=C2)S(=O)(=O)C)=O